C(C)(C)(C)OC(=O)N1CC2=CC(=CC=C2CC1)C(=O)N1CC2=CC=CC=C2C[C@H]1CN1CCCCC1 7-{[(3S)-3-(piperidin-1-ylmethyl)-3,4-dihydro-1H-isoquinolin-2-yl]carbonyl}-3,4-dihydro-1H-isoquinoline-2-carboxylic acid tert-butyl ester